2-(3-fluorophenyl)-N-{(1R)-2-hydroxy-1-[(3R)-tetrahydrofuran-3-yl]ethyl}-3-oxo-6-[4-(trifluoromethoxy)phenyl]-2,3-dihydropyridazine-4-carboxamide FC=1C=C(C=CC1)N1N=C(C=C(C1=O)C(=O)N[C@@H](CO)[C@@H]1COCC1)C1=CC=C(C=C1)OC(F)(F)F